(1-Ethyl-1H-pyrazol-4-yl)-5-(2-fluoro-6-methyl-4-(piperidin-2-yl)phenyl)-1H-pyrazolo[3,4-c]pyridine C(C)N1N=CC(=C1)N1N=CC=2C1=CN=C(C2)C2=C(C=C(C=C2C)C2NCCCC2)F